COC(=O)C=1C=C2N=C(C=3N(C2=C(C1)C)C=CC3)C3=CC=C(C=C3)C(C)(C)C.ClC3=C(C(=C(C=N3)C(C)=O)C)F (6-chloro-5-fluoro-4-methylpyridin-3-yl)ethanone methyl-4-(4-(tert-butyl)phenyl)-9-methylpyrrolo[1,2-a]quinoxaline-7-carboxylate